4-(6-(6-(4-(difluoromethoxy)benzyl)-3,6-diazabicyclo[3.1.1]heptan-3-yl)pyridin-3-yl)-6-(2-hydroxy-2-methylpropoxy)pyrazolo[1,5-a]pyridine-3-carbonitrile FC(OC1=CC=C(CN2C3CN(CC2C3)C3=CC=C(C=N3)C=3C=2N(C=C(C3)OCC(C)(C)O)N=CC2C#N)C=C1)F